N-(8-(methylamino)-5-(1-((tetrahydro-2H-thiopyran-4-yl)methyl)-1H-pyrazol-3-yl)-2,7-naphthyridin-3-yl)cyclopropanecarboxamide CNC=1N=CC(=C2C=C(N=CC12)NC(=O)C1CC1)C1=NN(C=C1)CC1CCSCC1